P(=O)(OCC1=CC=CC=C1)(OCC1=CC=CC=C1)OCCCO Dibenzyl 3-hydroxypropyl phosphate